2-(4-amino-7-(1H-pyrazol-1-yl)-2H-pyrazolo[4,3-c]quinolin-2-yl)ethan-1-ol NC1=NC=2C=C(C=CC2C=2C1=CN(N2)CCO)N2N=CC=C2